tert-butyl (2S,5R)-2-ethyl-5-methylpiperazine-1-carboxylate C(C)[C@@H]1N(C[C@H](NC1)C)C(=O)OC(C)(C)C